S-(2-Nitrobenzyl)cysteine [N+](=O)([O-])C1=C(CSC[C@H](N)C(=O)O)C=CC=C1